methyl (R)-2-(difluoromethyl)tetrahydro-1H-pyrrolizin-7a(5H)-carboxylate FC([C@@H]1CC2(CCCN2C1)C(=O)OC)F